5-amino-N-(5-benzyl-4-(3,4-difluorophenyl)thiazol-2-yl)-3-methylpyridine-2-sulfonamide NC=1C=C(C(=NC1)S(=O)(=O)NC=1SC(=C(N1)C1=CC(=C(C=C1)F)F)CC1=CC=CC=C1)C